4-Ethyl-6-[[(3R)-1-(2-hydroxyethyl)-3-piperidyl]amino]-3-(4-hydroxy-6-methyl-2,3-dihydrobenzofuran-5-yl)-1,2,4-triazin-5-one C(C)N1C(=NN=C(C1=O)N[C@H]1CN(CCC1)CCO)C=1C(=CC2=C(CCO2)C1O)C